tert-butyl (4-(N-ethylacetamido)-4-oxobutyl)(methyl)carbamate C(C)N(C(C)=O)C(CCCN(C(OC(C)(C)C)=O)C)=O